C(C)(=O)NC1=NN2C(C=C(C=C2)C=2C=C(C(=NC2)C)NC(=O)N2OCC[C@H]2C2=CC=CC=C2)=N1 (S)-N-(5-(2-acetamido-[1,2,4]triazolo[1,5-a]pyridin-7-yl)-2-methylpyridin-3-yl)-3-phenylisoxazolidine-2-carboxamide